O=CCOC1=CC=C(C(=O)NC=2OC(=NN2)C=2SC=CC2)C=C1 4-(2-oxoethoxy)-N-(5-(thiophen-2-yl)-1,3,4-oxadiazol-2-yl)benzamide